NC1=NC=CC(=N1)N1C(=CC2=CC=C(C=C12)Br)C(=O)[O-].[NH4+] ammonium 1-(2-aminopyrimidin-4-yl)-6-bromo-1H-indole-2-carboxylate